2-(1-((1r,4r)-4-(cyanomethyl)cyclohexyl)-6-(phenylsulfonyl)-1,6-dihydroimidazo[4,5-d]Pyrrolo[2,3-b]Pyridin-2-yl)acetic acid ethyl ester C(C)OC(CC1=NC=2C(=C3C(=NC2)N(C=C3)S(=O)(=O)C3=CC=CC=C3)N1C1CCC(CC1)CC#N)=O